4-[4-[[2-(4-cyclobutylpiperazin-1-yl)-4,5-dihydroimidazol-1-yl]sulfonyl]phenyl]benzonitrile C1(CCC1)N1CCN(CC1)C=1N(CCN1)S(=O)(=O)C1=CC=C(C=C1)C1=CC=C(C#N)C=C1